ClC=1C=C(C(=O)NC(C)C=2N(N=CN2)C(=NO)C)C=C(C1)C(F)(F)F 3-chloro-N-[1-[2-[N-hydroxy-C-methyl-carbonimidoyl]-1,2,4-triazol-3-yl]ethyl]-5-(trifluoromethyl)benzamide